FC1(CCN(CC1)C(=O)C=1C=NC2=C(C=CC=C2C1)C1=CC=C2C(N(C3(C2=C1)CCC3)C)=O)F 6'-(3-(4,4-difluoropiperidine-1-carbonyl)quinolin-8-yl)-2'-methylspiro[cyclobutane-1,1'-isoindoline]-3'-one